5-((5-(4-(3-(5-(5-methyl-5H-pyrido[4,3-b]indol-7-yl)pyridin-2-yl)propyl)piperazin-1-yl)pentyloxy)-1-oxoisoindolin-2-yl)piperidine-2,6-dione CN1C2=C(C=3C=CC(=CC13)C=1C=CC(=NC1)CCCN1CCN(CC1)CCCCCOC1N(C(C3=CC=CC=C13)=O)C1CCC(NC1=O)=O)C=NC=C2